(S)-2-((((9H-fluoren-9-yl)methoxy)carbonyl)amino)-5-((R)-3-(((tert-butoxycarbonyl)amino)methyl)pyrrolidin-1-yl)-5-oxopentanoic acid C1=CC=CC=2C3=CC=CC=C3C(C12)COC(=O)N[C@H](C(=O)O)CCC(=O)N1C[C@H](CC1)CNC(=O)OC(C)(C)C